Cl.ClC1=C(C(=O)O)C=CC=C1 2-chlorobenzoate hydrochloride